tert-butyl 2-(4-{2-[(2,3-dihydro-1H-inden-2-yl)amino]pyrimidin-5-yl}-3-hydroxy-1H-pyrazol-1-yl)acetate C1C(CC2=CC=CC=C12)NC1=NC=C(C=N1)C=1C(=NN(C1)CC(=O)OC(C)(C)C)O